CCCCCCCCC#CCC#CCCCCC octadec-9,12-diyne